3-(5-(2,4-Dioxo-1,4,5,6,7,8-hexahydrobenzo[4,5]thieno[2,3-d]pyrimidin-3(2H)-yl)-1H-indol-1-yl)propanoic acid O=C1N(C(C2=C(N1)SC1=C2CCCC1)=O)C=1C=C2C=CN(C2=CC1)CCC(=O)O